O=C1NC(CCC1NC1=CC=C(C=N1)N1CCN(CC1)C(=O)OC(C)(C)C)=O tert-butyl 4-(6-((2,6-dioxo-piperid-3-yl)amino)-3-pyridyl)piperazine-1-carboxylate